F[P-](F)(F)(F)(F)F.C1=CC=CC2=NC3=CC=CC=C3N=C12 phenazine hexafluorophosphate